C(C[C@@H](C)O)O R-1,3-BUTANEDIOL